(S)-3-(4-(1H-pyrrolo[2,3-b]pyridin-3-yl)phenyl)-2-((((9H-fluoren-9-yl)methoxy)carbonyl)amino)propanoic acid N1C=C(C=2C1=NC=CC2)C2=CC=C(C=C2)C[C@@H](C(=O)O)NC(=O)OCC2C1=CC=CC=C1C=1C=CC=CC21